N1(CCC1)C(=O)C1=NC(=NC=C1)N1C(C2=C(CC1)NC=N2)C2=NN1C(C(=CC=C1)F)=C2 Azetidin-1-yl(2-(4-(4-fluoropyrazolo[1,5-a]pyridin-2-yl)-1,4,6,7-tetrahydro-5H-imidazo[4,5-c]pyridin-5-yl)pyrimidin-4-yl)methanone